COC1=NC=CC(=C1)C1CCN(CC1)C=1SC2=C(N1)C=CC(=C2)C(=O)O 2-(4-(2-methoxypyridin-4-yl)piperidin-1-yl)benzo[d]thiazole-6-carboxylic acid